CC1=NOC(=C1NC(=O)O[C@H](C)C1=C(C=CC=C1)C(F)(F)F)C1=CC=C(O[C@@H]2C[C@H](CCC2)C(=O)OC)C=C1 methyl (1S,3S)-3-(4-(3-methyl-4-((((R)-1-(2-(trifluoromethyl) phenyl)ethoxy)carbonyl)amino) isoxazol-5-yl)phenoxy)cyclohexane-1-carboxylate